ClC1=C(C#N)C=C(C=C1)C(F)(F)F 2-Chloro-5-(trifluoromethyl)benzonitrile